FC1=C(C=CC=C1)NCC=1NC(=C(N1)C=1C=CC=2N(C1)N=CN2)C2=NC(=CC=C2)C N-(2-fluorophenyl)-4-([1,2,4]triazolo[1,5-a]pyridin-6-yl)-5-(6-methyl-2-pyridyl)-1H-imidazole-2-methanamine